CC1(OB(OC1(C)C)C1=CC=C(C=C1)S(=O)(=N)C)C 4,4,5,5-tetramethyl-2-(4-(S-methylsulphonimidoyl)phenyl)-1,3,2-dioxaborolan